C(CCCCCCCCCCCCCCCC=CCC=CCCCC)(=O)O Pentacosa-17,20-dienoic acid